ClC1=CC(=C(C=N1)NC(OC(C)(C)C)=O)C#C[C@@H](C)O Tert-butyl (R)-6-chloro-4-(3-hydroxy-1-butyn-1-yl)pyridin-3-ylcarbamate